(3R)-4-[7-(1-cyclopropyl-1H-1,2,3-triazol-5-yl)-3-(3-methyl-1H-pyrazol-5-yl)-[1,2]thiazolo[4,5-b]pyridin-5-yl]-3-methylmorpholine C1(CC1)N1N=NC=C1C1=C2C(=NC(=C1)N1[C@@H](COCC1)C)C(=NS2)C2=CC(=NN2)C